C(C1=CC=CC=C1)OC(=O)N1C[C@@H](N(CC1)CC1C(CN(CC1)C(=O)OC(C)(C)C)(F)F)C benzyl-(3S)-4-((1-(tert-butoxycarbonyl)-3,3-difluoropiperidin-4-yl)methyl)-3-methylpiperazine-1-carboxylate